2-(hydroxymethyl)but-2-ene-1,4-diol OCC(CO)=CCO